methoxyl-trichlorosilane O(C)[Si](Cl)(Cl)Cl